C=C(C(=O)OC)CCC(=O)OC dimethyl 2-methyleneglutarate